O(C#N)C1=CC=C(C=C1)C1(C2C(C(=O)N(C2=O)C2=CC=CC=C2)=CC=C1)C1=CC=C(C=C1)OC#N 3,3-Bis(4-cyanatophenyl)-N-phenylphthalimid